(S)-1-amino-2-(1-(2-cyanoacetyl)piperidin-2-yl)-4-(4-((4-ethylpyridin-2-yl)carbamoyl)phenyl)-1H-imidazole-5-carboxamide NN1C(=NC(=C1C(=O)N)C1=CC=C(C=C1)C(NC1=NC=CC(=C1)CC)=O)[C@H]1N(CCCC1)C(CC#N)=O